ClC=1C(=CC(=C(C1)NC=1C2=C(N=CN1)C=CC(=N2)N2[C@@H]1CN([C@H](C2)C1)C(=O)OC(C)(C)C)F)OCC1COCC1 tert-Butyl (1S,4S)-5-(4-((5-chloro-2-fluoro-4-((tetrahydrofuran-3-yl)methoxy)phenyl)amino)pyrido[3,2-d]pyrimidin-6-yl)-2,5-diazabicyclo[2.2.1]heptane-2-carboxylate